N1(N=NN=C1)[C@H](C)[C@@H]1[C@H]2[C@H](C(=C(N2C1=O)C(=O)O)S[C@@H]1CN[C@@H](C1)C(N(C)C)=O)C (4R,5S,6S)-6-((R)-1-(1H-tetrazol-1-yl)ethyl)-3-((3S,5S)-5-(dimethylcarbamoyl)pyrrolidin-3-ylthio)-4-methyl-7-oxo-1-azabicyclo[3.2.0]hept-2-ene-2-carboxylic acid